methyl 2-(tert-butoxycarbonylamino)-2-pyrido[3,4-d]pyridazin-1-yl-acetate C(C)(C)(C)OC(=O)NC(C(=O)OC)C1=C2C(=CN=N1)C=NC=C2